2'-Chloro-N-(5-((1s,3s)-3-hydroxy-3-methyl-cyclobutane-1-carbonyl)-5,6-dihydro-4H-pyrrolo[3,4-d]thiazol-2-yl)-5'-methoxy-6-methyl-[4,4'-bipyridine]-3-carboxamide ClC1=NC=C(C(=C1)C1=C(C=NC(=C1)C)C(=O)NC=1SC2=C(N1)CN(C2)C(=O)C2CC(C2)(C)O)OC